FC1=C(C=CC=C1)[C@H]1CC[C@H](N1C(=O)C1=CC=C(C=C1)C1=C(C=C(C=C1)N(S(=O)(=O)C)C)OC)C(=O)O (2S,5R)-5-(2-fluorophenyl)-1-(2'-methoxy-4'-(N-methylmethanesulfonamido)-[1,1'-biphenyl]-4-carbonyl)pyrrolidine-2-carboxylic acid